O=C1NC(CCC1C1=NN(C2=C(C=CC=C12)OCC(=O)NC=1OC(=NN1)C=1OC=CC1)C)=O 2-((3-(2,6-Dioxopiperidin-3-yl)-1-methyl-1H-indazol-7-yl)oxy)-N-(5-(furan-2-yl)-1,3,4-oxadiazol-2-yl)acetamide